1-aminobutyl-3-methylimidazole glycine salt NCC(=O)O.NC(CCC)C1=NC=CN1C